Tert-butyl (1R,5S)-3-(7-chloro-8-fluoro-2-((2-fluorotetrahydro-1H-pyrrolizin-7a(5H)-yl)methoxy)pyrido[4,3-d]pyrimidin-4-yl)-3,8-diazabicyclo[3.2.1]octane-8-carboxylate ClC1=C(C=2N=C(N=C(C2C=N1)N1C[C@H]2CC[C@@H](C1)N2C(=O)OC(C)(C)C)OCC21CCCN1CC(C2)F)F